C(#N)C=1C(=NC(=C(C1CC)C)N1CCNCC1)SC(C(=O)N)C1=CC=CC=C1 2-((3-cyano-4-ethyl-5-methyl-6-(piperazin-1-yl)pyridin-2-yl)thio)-2-phenylacetamide